(2R)-4-[(2R)-3-(3,4-dihydro-1H-isoquinolin-2-yl)-2-hydroxy-propyl]-8-[[1-(2-methoxyethyl)-4-piperidinyl]oxy]-2-methyl-2,3-dihydro-1,4-benzoxazepin-5-one C1N(CCC2=CC=CC=C12)C[C@H](CN1C[C@H](OC2=C(C1=O)C=CC(=C2)OC2CCN(CC2)CCOC)C)O